(R)-N,N-dimethyl-1-(3-(4,4,5,5-tetramethyl-1,3,2-dioxaborolan-2-yl)phenoxy)propan-2-amine CN([C@@H](COC1=CC(=CC=C1)B1OC(C(O1)(C)C)(C)C)C)C